CC=1C=2N(C=C(N1)C)N=C(C2)CO (4,6-Dimethylpyrazolo[1,5-a]pyrazin-2-yl)methanol